5-chloro-6-((3-chlorobenzyl)oxy)-3-((3aR,3bR,4aS,5R,5aS)-2,2-dimethylhexahydrocyclopropa[3,4]cyclopenta[1,2-d][1,3]dioxol-5-yl)-3H-imidazo[4,5-b]pyridin-7-amine ClC1=C(C(=C2C(=N1)N(C=N2)[C@@H]2[C@@H]1[C@H]([C@@H]3[C@H]2OC(O3)(C)C)C1)N)OCC1=CC(=CC=C1)Cl